O=C1NC(CC[C@@H]1C1CCCNC1)=O 5-[(3R)-2,6-dioxopiperidin-3-yl]piperidine